N-(6-amino-5-ethyl-3-pyridyl)-2-oxo-2-[(2R,5S)-2-[3-[3-(dimethylamino)propoxy]phenyl]-5-methyl-1-piperidyl]acetamide NC1=C(C=C(C=N1)NC(C(N1[C@H](CC[C@@H](C1)C)C1=CC(=CC=C1)OCCCN(C)C)=O)=O)CC